C1CC12CN(CC2)CC=2C=C(C1=C(N=C(O1)C1=CC(=CC=C1)C1(CC(C1)C)C1=NN=CN1C)C2)C(F)(F)F 5-{5-Azaspiro[2.4]heptan-5-ylmethyl}-2-{3-[(1r,3s)-3-methyl-1-(4-methyl-1,2,4-triazol-3-yl)cyclobutyl]phenyl}-7-(trifluoromethyl)-1,3-benzoxazole